O1C=CC2=C1C=CC(=C2)C(=O)C=2C=NC1=CC(=CC=C1C2OC2=CC=C(C=C2)/C=C/C(=O)O)O (E)-3-(4-((3-(benzofuran-5-carbonyl)-7-hydroxyquinolin-4-yl)oxy)phenyl)acrylic acid